CC1=C2CC(CC2=CC=C1)C(=O)O 4-methylindane-2-carboxylic acid